OCCONC(=O)C1=CC2=C(N=CN2C)C(=C1NC1=C(C=C(C=C1)Br)F)F 6-(4-bromo-2-fluorophenylamino)-7-fluoro-3-methyl-3H-benzimidazole-5-carboxylic acid (2-hydroxyethoxy)-amide